N,N-bis[(2,4-dimethoxyphenyl)methyl]-2-methoxy-5-(2-oxopyrrolidin-1-yl)benzenesulfonamide COC1=C(C=CC(=C1)OC)CN(S(=O)(=O)C1=C(C=CC(=C1)N1C(CCC1)=O)OC)CC1=C(C=C(C=C1)OC)OC